O[C@@H](CN(C(OC(C)(C)C)=O)[C@H]1COC2(C1)CCN(CC2)S(=O)(=O)C=2C=NC1=CC=CC=C1C2O)COC2=CC(=CC=C2)S(NC)(=O)=O tert-butyl ((S)-2-hydroxy-3-(3-(N-methylsulfamoyl)phenoxy)propyl)((R)-8-((4-hydroxyquinolin-3-yl)sulfonyl)-1-oxa-8-azaspiro[4.5]decan-3-yl)carbamate